(R)-2-((4-chloro-6-morpholinylpyrimidin-2-yl)amino)propan-1-ol ClC1=NC(=NC(=C1)N1CCOCC1)N[C@@H](CO)C